(E)-2-methoxyimino-2-(o-tolyl)acetic acid CO\N=C(\C(=O)O)/C1=C(C=CC=C1)C